tert-butyl N-[[4-[6-[2-[4-[4-(2,6-dioxo-3-piperidyl)phenyl]-1-piperidyl]ethyl]pyrrolo[2,1-f][1,2,4]triazin-4-yl]-2-methyl-phenyl]methyl]carbamate O=C1NC(CCC1C1=CC=C(C=C1)C1CCN(CC1)CCC=1C=C2C(=NC=NN2C1)C1=CC(=C(C=C1)CNC(OC(C)(C)C)=O)C)=O